C1(CC1)C1=C(N=CO1)CNC(=O)[C@H]1N(C[C@@H](C1)O)C([C@H](C(C)(C)C)N1N=NC(=C1)C1CC1)=O (2S,4r)-N-[(5-cyclopropyl-oxazol-4-yl)methyl]-1-[(2S)-2-(4-cyclopropyl-triazol-1-yl)-3,3-dimethyl-butyryl]-4-hydroxy-pyrrolidine-2-carboxamide